N-[4-amino-6-(4-fluorophenyl)-3-pyridyl]carbamic acid tert-butyl ester C(C)(C)(C)OC(NC=1C=NC(=CC1N)C1=CC=C(C=C1)F)=O